COC1=CC=C(CN2C(C(CC2)(C=2OC(=NN2)C2=NC=CC=C2NC2=CC=C(C=C2)C(F)(F)F)C([2H])([2H])[2H])=O)C=C1 1-(4-methoxybenzyl)-3-(methyl-d3)-3-(5-(3-((4-(trifluoromethyl)phenyl)amino)pyridin-2-yl)-1,3,4-oxadiazol-2-yl)pyrrolidin-2-one